4-(4-bromo-2,3-difluorophenyl)butanoic acid BrC1=C(C(=C(C=C1)CCCC(=O)O)F)F